phenyl (2,4,6-trimethylbenzoyl) phosphate lithium salt [Li+].P(=O)(OC1=CC=CC=C1)(OC(C1=C(C=C(C=C1C)C)C)=O)[O-]